C(C)(C)(C)OC(=O)C1=CC=C(C=C1)B1OC(C)(C)C(C)(C)O1 4-(tert-butoxycarbonyl)phenylboronic acid pinacol ester